N1CC(CCC1)NC1=NC=C(C(=N1)C=1C=C(NC1)C=1C=C(C#N)C=CC1)C(F)(F)F 3-(4-{2-[(piperidin-3-yl)amino]-5-(trifluoromethyl)pyrimidin-4-yl}-1H-pyrrol-2-yl)benzonitrile